(2R,4R)-1-(3-chloro-2,6-difluoro-benzyl)-2-ethyl-4-((3-fluoro-4-methyl-6-((5-methyl-1H-pyrazol-3-yl)amino)pyridin-2-yl)methyl)piperidine-4-carboxylic acid ClC=1C(=C(CN2[C@@H](C[C@@](CC2)(C(=O)O)CC2=NC(=CC(=C2F)C)NC2=NNC(=C2)C)CC)C(=CC1)F)F